N1=CN=CC(=C1)OC=1C=C(CN2CC3(CC2)CCN(CC3)C(=O)N3N=C(C=C3)C(=O)O)C=CC1 (2-(3-(pyrimidin-5-yloxy)benzyl)-2,8-diazaspiro[4.5]decane-8-carbonyl)-1H-pyrazole-3-carboxylic acid